C1(CC1)C1=CN=C(N1)CCNCCC=1SC=2N=CN=C(C2N1)NCC1=NC=CC=C1F 2-(2-{[2-(5-cyclopropyl-1H-imidazol-2-yl)ethyl]amino}ethyl)-N-[(3-fluoropyridin-2-yl)methyl]-[1,3]thiazolo[5,4-d]pyrimidin-7-amine